OCCCC(C(=O)O)NCC(=O)O.OCC(CO)(CO)CO pentaerythritol hydroxypropyl-iminodiacetate